O1COC2=C1C=CC(=C2)/C=C/C(=O)N(C2CSCC2)C2=NNC=C2 (E)-3-(1,3-benzodioxol-5-yl)-N-(1H-pyrazol-3-yl)-N-tetrahydrothiophen-3-yl-prop-2-enamide